Methyl (S,E)-5-((tert-butyldimethylsilyl)oxy)-8-(3-((R,E)-3-((tert-butyldimethylsilyl)oxy)pent-1-en-1-yl)phenyl)oct-6-enoate [Si](C)(C)(C(C)(C)C)O[C@@H](CCCC(=O)OC)\C=C\CC1=CC(=CC=C1)\C=C\[C@@H](CC)O[Si](C)(C)C(C)(C)C